tert-Butyl 4-(2-{5-(benzyloxy)-2-[(5-cyano-1,2-dimethyl-1H-pyrrol-3-yl)amino]phenoxy}ethyl)piperidine-1-carboxylate C(C1=CC=CC=C1)OC=1C=CC(=C(OCCC2CCN(CC2)C(=O)OC(C)(C)C)C1)NC1=C(N(C(=C1)C#N)C)C